OC(C(C)(C)C=1SC(=CN1)C=O)C (3-hydroxy-2-methylbut-2-yl)thiazole-5-carbaldehyde